C(C)(C)(C)OC(=O)N1[C@@H](CC(CC1)=O)C1=CC=CC=C1 (S)-4-oxo-2-phenylpiperidine-1-carboxylic acid tert-butyl ester